PHOSPHONO ACETATE C(C)(=O)OP(=O)(O)O